1-(3-(4-fluoro-3,5-dimethylbenzamido)-4-(4-methylpiperazin-1-yl)phenyl)-N-(3-morpholinopropyl)-1H-1,2,3-triazole-4-carboxamide FC1=C(C=C(C(=O)NC=2C=C(C=CC2N2CCN(CC2)C)N2N=NC(=C2)C(=O)NCCCN2CCOCC2)C=C1C)C